4-((1-(tert-butyl)-1H-pyrazol-4-yl)amino)pyrimidin C(C)(C)(C)N1N=CC(=C1)NC1=NC=NC=C1